[Si](C)(C)(C(C)(C)C)OCCCOC1=NN(C(=C1[N+](=O)[O-])C)C=1C(=NC=C(C1)F)OC 3-(3-(3-((tert-butyldimethylsilyl)oxy)propoxy)-5-methyl-4-nitro-1H-pyrazol-1-yl)-5-fluoro-2-methoxypyridine